[Si](C)(C)(C(C)(C)C)OCC=1C(=NC(=NC1C)OC[C@]12CCCN2C[C@@H](C1)F)N1CCOCCC1 4-(5-(((tert-Butyldimethylsilyl)oxy)methyl)-2-(((2R,7aS)-2-fluorotetrahydro-1H-pyrrolizin-7a(5H)-yl)methoxy)-6-methylpyrimidin-4-yl)-1,4-oxazepane